7,8-difluoro-1,2,3,4,10,10a-hexahydropyrazino[1,2-a]Indole hydrochloride Cl.FC=1C(=CC=2CC3N(C2C1)CCNC3)F